cyanooximinoethyl acetate C(C)(=O)OCC(=NO)C#N